CC=1C(=NC(=C(C(=O)O)C1C(=C)OCC)Cl)C=1C=NN(C1C1=C(C(=CC(=C1C#N)OC1CC1)Cl)F)C methyl-2-chloro-6-(5-(3-chloro-6-cyano-5-cyclopropyloxy-2-fluorophenyl)-1-methyl-1H-pyrazol-4-yl)-4-(1-ethoxyvinyl)nicotinic acid